5-oxo-5,6-dihydro-11H-benzo[b]pyrido[2,3-e][1,4]diazepine O=C1C2=C(NC3=C(N1)C=CC=C3)N=CC=C2